FC(C1=NN=C(O1)C1=CC(=C(C=C1F)CN1N=NC(=C1)C=1C=C2C=NC(=NC2=CC1)NC)F)F 6-[1-({4-[5-(Difluoromethyl)-1,3,4-oxadiazol-2-yl]-2,5-difluorophenyl}methyl)-1H-1,2,3-triazol-4-yl]-N-methylquinazolin-2-amine